(S)-3-(1-acryloylpyrrolidin-3-yl)-7-amino-1-(4-(2,3-difluorophenoxy)phenyl)-1,5-dihydro-4H-pyrrolo[2,3-d]pyridazin-4-one C(C=C)(=O)N1C[C@@H](CC1)C1=CN(C=2C(=NNC(C21)=O)N)C2=CC=C(C=C2)OC2=C(C(=CC=C2)F)F